C(CC)SC1=C(C=C(C(=C1)SCCC)SCCC)SCCC 1,2,4,5-tetrakis(propylthio)benzene